S1C(=NC2=C1C=CC=C2)CN2CCC(CC2)C=2C(=C1CN(C(C1=CC2F)=O)C2C(NC(CC2)=O)=O)F 3-(5-(1-(benzo[d]thiazol-2-ylmethyl)piperidin-4-yl)-4,6-difluoro-1-oxoisoindolin-2-yl)piperidine-2,6-dione